3-(2-((tert-butoxycarbonyl)(methyl)amino)ethyl)benzenesulfinic acid C(C)(C)(C)OC(=O)N(CCC=1C=C(C=CC1)S(=O)O)C